2-(4-fluorophenyl)-3-(pyridin-4-yl)-4,5,6,7-tetrahydropyrazolo[1,5-a]pyrazine FC1=CC=C(C=C1)C1=NN2C(CNCC2)=C1C1=CC=NC=C1